(R)-tert-butyl 4-(3-(1-(3-(3-oxo-2,7,10,13-tetraoxanonadecan-19-yloxy)phenyl)ethylcarbamoyl)phenylamino)-4-(5-(pyridin-4-yl)-4H-1,2,4-triazol-3-yl)piperidine-1-carboxylate O=C(OC)CCCOCCOCCOCCCCCCOC=1C=C(C=CC1)[C@@H](C)NC(=O)C=1C=C(C=CC1)NC1(CCN(CC1)C(=O)OC(C)(C)C)C1=NN=C(N1)C1=CC=NC=C1